3-(1,3-Benzodioxol-5-yl)-5-(3-methoxyphenyl)-1H-pyrazole O1COC2=C1C=CC(=C2)C2=NNC(=C2)C2=CC(=CC=C2)OC